C1(=CC=CC=C1)C=1C=C2CN(CC2=CC1)C(=O)NC1=CNC2=C1C=NC=C2 5-phenyl-N-(1H-pyrrolo[3,2-c]pyridin-3-yl)isoindoline-2-carboxamide